7-((3-methylpiperidin-1-yl)methyl)-1H-pyrrolo[3,2-b]pyridine-5-carboxamide CC1CN(CCC1)CC1=C2C(=NC(=C1)C(=O)N)C=CN2